P(=S)(N=[N+]=[N-])(N=[N+]=[N-])N=[N+]=[N-] thiophosphoryl azide